FC=1C=C(C=CC=O)C=CC1 3-FLUOROCINNAMALDEHYDE